8-bromo-2-(2,6-difluorophenyl)-4-[[5-(4-hydroxy-1-piperidinyl)-2-pyridinyl]amino]-6H-1,6-naphthyridin-5-one BrC1=CNC(C=2C(=CC(=NC12)C1=C(C=CC=C1F)F)NC1=NC=C(C=C1)N1CCC(CC1)O)=O